rel-(R)-1-(4-(1-(2-methyl-1H-imidazol-1-yl)ethyl)phenyl)-3-(1H-pyrazol-3-yl)urea CC=1N(C=CN1)[C@H](C)C1=CC=C(C=C1)NC(=O)NC1=NNC=C1 |o1:6|